N[C@H]1[C@@H](CCCC1)NC(CCl)=O N-[(1R,2R)-2-aminocyclohexyl]-2-chloroacetamide